naphtho[2,1-b]benzofuran-8-ylboronic acid C1=CC=CC=2C=CC=3OC4=C(C3C12)C=CC=C4B(O)O